2-(2,6-dioxapiperidin-3-yl)isoindolin-1,3-dione N1OC(CCO1)N1C(C2=CC=CC=C2C1=O)=O